6-chloro-5-isopropylpyridazine-3-amine ClC1=C(C=C(N=N1)N)C(C)C